2-mercaptoethanolamine C(C(N)S)O